N1=C(C=C2N1C=CC=N2)C(=O)N PYRAZOLO[1,5-a]PYRIMIDINYL-CARBOXAMIDE